NC1=NC=NN2C1=C(C=C2C=2C=C(C(=NC2)OC)C(=O)N[C@@H]2CN(C[C@@H]2F)C2C(CCC2)O)C(F)(F)F 5-[4-amino-5-(trifluoromethyl)-pyrrolo[2,1-f][1,2,4]triazin-7-yl]-N-[(3R,4S)-4-fluoro-1-(2-hydroxycyclopentyl)pyrrolidin-3-yl]-2-methoxypyridine-3-carboxamide